[Cl-].FC1=C(C[Zn+])C=CC=C1 (2-fluorobenzyl)zinc(II) chloride